C(CC)N(S(=O)(=O)C1=CC=CC=C1)C1CCN(CC1)C(C(F)(F)F)=O N-propyl-N-(1-(2,2,2-trifluoroacetyl)piperidin-4-yl)benzenesulfonamide